rac-2'-chloro-5'-methoxy-6-methyl-N-(5-((tetrahydrofuran-3-yl)methoxy)-1,3,4-thiadiazol-2-yl)-(4,4'-bipyridine)-3-carboxamide ClC1=NC=C(C(=C1)C1=C(C=NC(=C1)C)C(=O)NC=1SC(=NN1)OC[C@H]1COCC1)OC |r|